(4-(quinolin-4-yl)piperazin-1-yl)(1-(thiophen-2-ylsulfonyl)pyrrolidin-3-yl)methanone N1=CC=C(C2=CC=CC=C12)N1CCN(CC1)C(=O)C1CN(CC1)S(=O)(=O)C=1SC=CC1